7-(imidazo[1,2-b]pyridazin-3-ylethynyl)-6-methoxy-N-(3-(trichloromethyl)phenyl)benzo[d]isoxazol-3-amine N=1C=C(N2N=CC=CC21)C#CC2=C(C=CC=1C(=NOC12)NC1=CC(=CC=C1)C(Cl)(Cl)Cl)OC